6-chloro-4-methoxy-N-((1r,4r)-4-methylcyclohexyl)picolinamide ClC1=CC(=CC(=N1)C(=O)NC1CCC(CC1)C)OC